9-(4-amino-5-(5-cyanopyrimidin-2-yl)-7-methyl-7H-pyrrolo[2,3-d]pyrimidin-6-yl)-3-azaspiro[5.5]undec-8-ene-3-carboxylic acid tert-butyl ester C(C)(C)(C)OC(=O)N1CCC2(CC1)CC=C(CC2)C2=C(C1=C(N=CN=C1N)N2C)C2=NC=C(C=N2)C#N